2-((2S)-1-acryloyl-4-(7-(isoquinolin-1-yl)-2-(((S)-1-methylpyrrolidin-2-yl)methoxy)-7,8-dihydro-5H-pyrano[4,3-d]pyrimidin-4-yl)piperazin-2-yl)acetonitrile C(C=C)(=O)N1[C@H](CN(CC1)C=1C2=C(N=C(N1)OC[C@H]1N(CCC1)C)CC(OC2)C2=NC=CC1=CC=CC=C21)CC#N